(S)-(2-(tetrahydro-4H-pyran-4-ylidene)tetrahydro-1H-pyrrolizin-7a(5H)-yl)methanol O1CCC(CC1)=C1C[C@@]2(CCCN2C1)CO